C(C)(C)(C)OC(=O)N[C@@H](C(=O)OC)CO methyl (2R)-2-((tert-butoxycarbonyl)amino)-3-hydroxypropanoate